N-[2-[(2-carboxyethyl)amino]ethyl]-N-(2-hydroxyethyl)-beta-alanine C(=O)(O)CCNCCN(CCC(=O)O)CCO